4-(4-Chloropyrimidin-2-yl)piperazine-1-carboxylic acid tert-butyl ester C(C)(C)(C)OC(=O)N1CCN(CC1)C1=NC=CC(=N1)Cl